BrCC(=O)N1CCN(CC1)S(=O)(=O)C1=CC=C(C=C1)C1=CC2=CC=CC=C2C=C1 2-bromo-1-(4-((4-(naphthalen-2-yl)phenyl)sulfonyl)piperazin-1-yl)ethan-1-one